FC=1C=2N(C=C(C1)C1=CNC=3N=C(N=CC31)NCC3CCN(CC3)C)C(=CN2)CO (8-fluoro-6-(2-(((1-methylpiperidin-4-yl)methyl)amino)-7H-pyrrolo[2,3-d]pyrimidin-5-yl)imidazo[1,2-a]pyridin-3-yl)methanol